2-(7-((2S,5R)-2,5-diethyl-4-(1-(1-methyl-3-(trifluoromethyl)-1H-pyrazol-4-yl)ethyl)piperazin-1-yl)-4-methyl-5-oxo-4,5-dihydro-2H-pyrazolo[4,3-b]pyridin-2-yl)acetonitrile C(C)[C@@H]1N(C[C@H](N(C1)C(C)C=1C(=NN(C1)C)C(F)(F)F)CC)C=1C=2C(N(C(C1)=O)C)=CN(N2)CC#N